C(CCCCCCCCCCCCC)[C@]([C@@H](CO)O)(O)[C@H](OCCCCCCCCCCCCCC)[C@H](O)CO 3,4-O-Di-tetradecyl-d-mannitol